BrC1=CC=C2C(=N1)OC(=N2)N2CCOCC2 5-bromo-2-morpholinooxazolo[5,4-b]Pyridine